NC1=NC(=NC(=C1)C)C1=CC=C(C=C1)C(C)(C)C 4-amino-2-(4-(tert-butyl)phenyl)-6-methylpyrimidine